1-((6-((2-methoxy-4-propylbenzyl)oxy)-1-methyl-3,4-dihydronaphthalen-2-yl)methyl)-N-(2,2,2-trifluoroethyl)azetidine-3-carboxamide COC1=C(COC=2C=C3CCC(=C(C3=CC2)C)CN2CC(C2)C(=O)NCC(F)(F)F)C=CC(=C1)CCC